(1S,3R,4S,5R)-3-((5-chloro-4-(4-fluoro-2-(2-hydroxypropan-2-yl)-7-isopropyl-1H-benzo[d]imidazol-6-yl)pyrimidin-2-yl)amino)-6,8-dioxabicyclo[3.2.1]octan-4-ol ClC=1C(=NC(=NC1)N[C@@H]1C[C@H]2CO[C@@H]([C@H]1O)O2)C=2C=C(C1=C(NC(=N1)C(C)(C)O)C2C(C)C)F